O.[He] helium water